(S)-(-)-1,1'-binaphthol C=1(C(=CC=C2C=CC=CC12)O)C1=CC=CC2=CC=CC=C12